FC1=C(CN2CCC(CC2)(O)CN2C=NC3=C(C2=O)C=NN3C3=CC=C(C=C3)F)C=CC=C1 5-((1-(2-fluorobenzyl)-4-hydroxypiperidin-4-yl)methyl)-1-(4-fluorophenyl)-1,5-dihydro-4H-pyrazolo[3,4-d]pyrimidin-4-one